4,4a,5,9b-Tetrahydro-2,4-dimethylindeno[1,2-d]-m-dioxin CC1OC(C2C(O1)C1=CC=CC=C1C2)C